CC=CC(=O)OCCC[Si](OCC)(OCC)OCC gamma-(methyl)acryloxypropyl-triethoxysilane